NC=1C=CC(=C2CN(C(C12)=O)C(C=C)=O)C1=CC=C2C=NN(C2=C1)C 7-amino-4-(1-methyl-1H-indazol-6-yl)-2-(prop-2-enoyl)-2,3-dihydro-1H-isoindol-1-one